1-[3-ethylsulfonyl-2-[1-(2,2,3,3,3-pentafluoropropyl)pyrazolo[3,4-c]pyridin-5-yl]indazol-5-yl]cyclopropanecarbonitrile C(C)S(=O)(=O)C=1N(N=C2C=CC(=CC12)C1(CC1)C#N)C=1C=C2C(=CN1)N(N=C2)CC(C(F)(F)F)(F)F